CC1=CC=2C3(C4=CC=C(C=C4OC2C=C1)N(CC)C1=CC=C(C=C1)C)OC(C1=CC=CC=C13)=O 2'-methyl-6'-(N-p-tolyl-N-ethylamino)spiro[isobenzofuran-1(3H),9'-[9H]xanthen]-3-one